tert-butyl 4-(N-(4-(2-(2,2-difluoroacetyl)hydrazine-1-carbonyl)benzyl)-N-phenylsulfamoyl)piperidine-1-carboxylate FC(C(=O)NNC(=O)C1=CC=C(CN(S(=O)(=O)C2CCN(CC2)C(=O)OC(C)(C)C)C2=CC=CC=C2)C=C1)F